L-Tyrosine-13C9 diethyl-5,6-difluoro-1,3-dihydro-2H-indene-2,2-dicarboxylate C(C)C=1C(=C(C(=C2CC(CC12)(C(=O)O)C(=O)O)CC)F)F.N[13C@@H]([13CH2][13C]1=[13CH][13CH]=[13C]([13CH]=[13CH]1)O)[13C](=O)O